FC1C2C3NCC4NNC(C5CCCC(N6CC7(N(CCCOCCOC(C1)CC2F)CC6)CC7)C5)C4C3 3',34'-difluoro-6',9'-dioxa-13',16',23',24',27'-pentaazaspiro[cyclopropane-1,14'-hexacyclo[20.5.2.22,5.213,16.117,21.025,29]tetratriacontane]